FC=1C=C(C=CC1OC=1C=C2C=NN(C2=CC1C=1C=NNC1)C)NC(=O)C=1C(N(C(=CC1)C1CC1)C1=CC=C(C=C1)F)=O N-(3-fluoro-4-(1-methyl-6-(1H-pyrazol-4-yl)-1H-indazol-5-yloxy)phenyl)-1-(4-fluorophenyl)-6-cyclopropyl-2-oxo-1,2-dihydropyridine-3-carboxamide